N=1N(N=C2C1C=CC=C2)C=2C=C(C=C(C2O)C(C)(C)C)CCC(=O)O 3-(3-(2H-benzotriazol-2-yl)-4-hydroxy-5-tert-butylphenyl)-propionic acid